C[C@@H]1N(CCC1=O)C(=O)OC(C)(C)C tert-butyl (S)-2-methyl-3-oxopyrrolidine-1-carboxylate